(S)-3-(benzyloxy)-N2-(but-3-en-2-yl)-4-oxo-N5-(2,4,6-trifluorobenzyl)-1-((1-vinylcyclobutyl)amino)-1,4-dihydropyridine-2,5-dicarboxamide C(C1=CC=CC=C1)OC1=C(N(C=C(C1=O)C(=O)NCC1=C(C=C(C=C1F)F)F)NC1(CCC1)C=C)C(=O)N[C@@H](C)C=C